1-(5-fluoropyridin-2-yl)-5-hydroxy-N-(2-methylpyridin-4-yl)-1H-pyrazole-3-carboxamide FC=1C=CC(=NC1)N1N=C(C=C1O)C(=O)NC1=CC(=NC=C1)C